(3R,4S,5R,6R)-2-((3-acetamidophenyl)thio)-6-(acetoxymethyl)-4-(4-(3-fluorophenyl)-1H-1,2,3-triazol-1-yl)tetrahydro-2H-pyran-3,5-diyl diacetate C(C)(=O)O[C@H]1C(O[C@@H]([C@@H]([C@@H]1N1N=NC(=C1)C1=CC(=CC=C1)F)OC(C)=O)COC(C)=O)SC1=CC(=CC=C1)NC(C)=O